(7S)-9-(2,6-difluorophenyl)-15,15-difluoro-3,7-dimethyl-18-thia-2,4,5,8-tetraazatetracyclo[8.8.0.02,6.011,17]octadeca-1(10),3,5,8,11(17)-pentaene FC1=C(C(=CC=C1)F)C1=N[C@H](C2=NN=C(N2C=2SC=3CC(CCCC3C12)(F)F)C)C